ClC1=NN(C=C1)CC1=CC(C(=C(N1C)C1=CC(=C(C=C1)Cl)Cl)C(=O)O)=O 6-[(3-chloropyrazol-1-yl)methyl]-2-(3,4-dichlorophenyl)-1-methyl-4-oxo-pyridine-3-carboxylic acid